N1C2=C(SCC1)NC=1C(=C2)C=CN1 dihydropyrrolo[3',2':5,6]pyrido[2,3-b][1,4]thiazin